bis(diphenylphosphino)1,1'-binaphthyl C1(=CC=CC=C1)P(C1=CC=CC=C1)C=1C(=C(C2=CC=CC=C2C1)C1=CC=CC2=CC=CC=C12)P(C1=CC=CC=C1)C1=CC=CC=C1